(2-bromoethyl)-4-nitrobenzene BrCCC1=CC=C(C=C1)[N+](=O)[O-]